Cl.N[C@H]1[C@@H](CCC1)NC(=O)C1=CN(CCS1)C1=C2C(=NC=C1)NC=C2 N-((1R,2R)-2-aminocyclopentyl)-4-(1H-pyrrolo[2,3-b]pyridin-4-yl)-3,4-dihydro-2H-1,4-thiazine-6-carboxamide hydrochloride